o-coumaric acid O=C(O)/C=C/C1C=CC=CC=1O